tert-butyl (3R)-3-methyl-4-oxo-piperidine-1-carboxylate C[C@@H]1CN(CCC1=O)C(=O)OC(C)(C)C